C(C)(=O)N1CCC(CC1)C=1N2C(=NN1)C[C@H](C2)C2=C(C=CC(=C2Cl)Cl)CC(=O)[O-] (S)-2-(3-(1-acetylpiperidin-4-yl)-6,7-dihydro-5H-pyrrolo[2,1-c][1,2,4]triazol-6-yl)-3,4-dichlorophenylacetate